methyl 2-[[4-(6-chloro-2-pyridyl)-2,5-difluoro-phenyl]methyl]-3-(2-methoxyethyl)benzimidazole-5-carboxylate ClC1=CC=CC(=N1)C1=CC(=C(C=C1F)CC=1N(C2=C(N1)C=CC(=C2)C(=O)OC)CCOC)F